C(C)(C)(C)[S@@](=O)N[C@@H]1C2=C(OC13CCNCC3)C(=CC=C2)F (R)-3-(((R)-tert-butylsulfinyl)amino)-7-fluoro-3H-spiro[benzofuran-2,4'-piperidine]